benzyl (R)-2-((1R,2S)-2-(4-fluorophenyl)-1-hydroxy-2-(3-(trifluoromethyl)phenyl)ethyl)pyrrolidine-1-carboxylate FC1=CC=C(C=C1)[C@H]([C@@H](O)[C@@H]1N(CCC1)C(=O)OCC1=CC=CC=C1)C1=CC(=CC=C1)C(F)(F)F